ClCCCN1C[C@H]([C@H](CC1)NC1=NN2C(C=NC(=C2OC(C)C)C=2C=NNC2)=N1)C N-((3R,4S)-1-(3-chloropropyl)-3-methylpiperidin-4-yl)-5-isopropoxy-6-(1H-pyrazol-4-yl)-[1,2,4]triazolo[1,5-a]pyrazin-2-amine